ethyl 3-hydroxy-1-methyl-6-nitro-2-oxo-quinoline-4-carboxylate OC=1C(N(C2=CC=C(C=C2C1C(=O)OCC)[N+](=O)[O-])C)=O